2-methyl-5-bromo-4,6-dihydroxypyrimidine CC1=NC(=C(C(=N1)O)Br)O